CN1C(C=2N(C=C1CC1=CC=C(C=C1)C=1N=CN(C1)C)C(=NC2)C2CCOCC2)=O 7-methyl-6-(4-(1-methyl-1H-imidazol-4-yl)benzyl)-3-(tetrahydro-2H-pyran-4-yl)imidazo[1,5-a]pyrazin-8(7H)-one